N-(4-hydroxybutyl)-1H-pyrazolo[3,4-b]pyridine-5-carboxamide OCCCCNC(=O)C=1C=C2C(=NC1)NN=C2